7-(3,4-dimethoxyphenyl)-N-(3-hydroxy-4-(morpholine-4-carbonyl)phenyl)pyrazolo[1,5-a]pyrimidine-2-carboxamide COC=1C=C(C=CC1OC)C1=CC=NC=2N1N=C(C2)C(=O)NC2=CC(=C(C=C2)C(=O)N2CCOCC2)O